OC1CC=C(C=C1)C(=O)O 4-hydroxy-1,5-cyclohexadiene-1-carboxylic acid